N-(5-chloro-1,3-benzothiazol-2-yl)-3-(2-methoxyphenyl)pyridine-4-carboxamide ClC=1C=CC2=C(N=C(S2)NC(=O)C2=C(C=NC=C2)C2=C(C=CC=C2)OC)C1